(R)-N-(1-(6,7-difluoro-1-oxo-1,2-dihydroisoquinolin-4-yl)ethyl)-5,6-difluoro-N-methyl-1H-benzo[d]imidazole-2-carboxamide FC=1C=C2C(=CNC(C2=CC1F)=O)[C@@H](C)N(C(=O)C1=NC2=C(N1)C=C(C(=C2)F)F)C